COC1=CC=2N=CN=C(C2C=N1)O[C@@H]1CC[C@H](CC1)N1C(N(CC1=O)C=1C=NC=C(C1)C(F)(F)F)=O 3-{trans-4-[(7-methoxypyrido[4,3-d]pyrimidin-4-yl)oxy]cyclohexyl}-1-[5-(trifluoromethyl)-3-pyridinyl]-2,4-imidazolidinedione